CS(=O)(=O)C1=CC=C(C=C1)B(O)O (4-methanesulfonylphenyl)boronic acid